(2,6-dichlorophenyl)-2-((4-(4-methyl-piperazin-1-yl)phenyl)amino)pyrimidine-5-carboxamide ClC1=C(C(=CC=C1)Cl)C1=NC(=NC=C1C(=O)N)NC1=CC=C(C=C1)N1CCN(CC1)C